tert-butyl (S)-(1-((tert-butyldimethylsilyl)oxy)-4,4-difluoro-4-(phenylsulfonyl)butan-2-yl)carbamate [Si](C)(C)(C(C)(C)C)OC[C@H](CC(S(=O)(=O)C1=CC=CC=C1)(F)F)NC(OC(C)(C)C)=O